6-(5-((R)-1-(3,5-dimethyl-pyridazin-4-yl)ethoxy)-1H-indazol-3-yl)-1'-ethylspiro[chroman-2,4'-piperidin]-4-ol CC=1N=NC=C(C1[C@@H](C)OC=1C=C2C(=NNC2=CC1)C=1C=C2C(CC3(CCN(CC3)CC)OC2=CC1)O)C